COC1=CC=C(C=C1)C1=NOC(=N1)CCC(=O)O 3-(3-(4-methoxyphenyl)-1,2,4-oxadiazol-5-yl)propanoic acid